tert-butyl (R)-5-(methoxy(methyl)carbamoyl)-2,2-dimethylpyrrolidine-1-carboxylate CON(C(=O)[C@H]1CCC(N1C(=O)OC(C)(C)C)(C)C)C